CS(=O)(=O)OCC1=CC(=CC=C1)C=1C=NC(=NC1)C1=CC(=CC=C1)CN1N=C(C=CC1=O)C1=CC(=CC=C1)C#N 3-(2-(3-((3-(3-cyanophenyl)-6-oxopyridazin-1(6H)-yl)methyl)phenyl)pyrimidin-5-yl)benzyl methanesulfoNate